CC(C)OC1=C(C=C2C(=C(C(=NC2=C1)C1=CC(=CC=C1)C(F)(F)F)CN1CCC(CC1)N1CCOCC1)C(=O)NC1(CC1)C1=CC=CC=C1)N1C(CCC1)=O 7-[(1-methylethyl)oxy]-3-{[4-(4-morpholinyl)-1-piperidinyl]methyl}-6-(2-oxo-1-pyrrolidinyl)-N-(1-phenylcyclopropyl)-2-[3-(trifluoromethyl)phenyl]-4-quinolinecarboxamide